C(C1=CC=CC=C1)N1C(CCC1=O)C=1C(N(C2=CC=CC=C2N1)C)=O (1-benzyl-5-oxopyrrolidin-2-yl)-1-methylquinoxalin-2(1H)-one